CC1(OB(OC1(C)C)C=1C=CC=CC1)C 3-(4,4,5,5-tetramethyl-1,3,2-dioxaborolan-2-yl)benzene